4-[[5-[2-(3,4-dihydro-2H-pyrido[3,2-b][1,4]oxazin-7-yl)ethynyl]-2-thienyl]methyl]-1,2,4-triazol-3-one O1C2=C(NCC1)N=CC(=C2)C#CC2=CC=C(S2)CN2C(NN=C2)=O